8-((3R,4R)-4-(3-(tert-Butyl)phenoxy)-3-methylpiperidin-1-yl)-5-methyl-6-oxo-5,6-dihydro-1,5-naphthyridin-2-carbonitril C(C)(C)(C)C=1C=C(O[C@H]2[C@@H](CN(CC2)C2=CC(N(C=3C=CC(=NC23)C#N)C)=O)C)C=CC1